CC=1NN=C2N=C(NC(C21)=O)C=2C=NC=CC2 3-methyl-6-(pyridin-3-yl)-2H-pyrazolo[3,4-d]pyrimidin-4(5H)-one